2-(4-fluoro-2-methoxy-phenoxy)-N-(3-methylsulfonylphenyl)-6-(trifluoromethyl)pyridine-3-carboxamide FC1=CC(=C(OC2=NC(=CC=C2C(=O)NC2=CC(=CC=C2)S(=O)(=O)C)C(F)(F)F)C=C1)OC